CC1=CC=CC(=N1)C1=NC=CC(=N1)NC1=NC(=NC=C1)NC1=CC=C(C=C1)CC(=O)OC methyl 2-[4-[[4-[[2-(6-methyl-2-pyridyl)pyrimidin-4-yl]amino]pyrimidin-2-yl]amino]phenyl]acetate